C(=O)(O)C(C1=C(C=C(C=C1)C1=CC=CC=C1)CCCC(=O)O)NC(C(C)(C)C)=O 4-(4-(carboxy(pivaloylamino)methyl)-[1,1'-biphenyl]-3-yl)butanoic acid